CC1=NC(=CC(=N1)NC1=NC=C(C(=O)NOCC)C(=C1)NC1=C(C=C(C=C1)C)N(S(=O)(=O)C)C)C 6-((2,6-dimethyl-pyrimidin-4-yl)amino)-N-ethoxy-4-((4-methyl-2-(N-methyl-methane-sulfonamido)phenyl)amino)-nicotinamide